N1C=NC2=C1C=C(C=C2)N2C(C(=C(C2C2=C(C(=CC=C2)Cl)Cl)C)OC)=O 1-(1H-Benzo[d]imidazol-6-yl)-5-(2,3-dichlorophenyl)-3-methoxy-4-methyl-1H-pyrrol-2(5H)-on